COC(C1=CC(=CC=C1)NC[C@H]1OCC1)=O 3-{[(2S)-oxetan-2-ylmethyl]amino}benzoic acid methyl ester